COCCN(CCC(C(=O)O)NC1=NC2=CC=CC=C2N=C1)CCCCC1=NC=2NCCCC2C=C1 4-((2-methoxyethyl)(4-(5,6,7,8-tetrahydro-1,8-naphthyridin-2-yl)butyl)amino)-2-(quinoxalin-2-ylamino)butanoic acid